(S)-4-(difluoromethyl)-5-(6-(3-methylmorpholino)-2-morpholinopyrimidin-4-yl)pyridine-2-amine FC(C1=CC(=NC=C1C1=NC(=NC(=C1)N1[C@H](COCC1)C)N1CCOCC1)N)F